FC1=NC=C(C=C1C1=NC(=NC(=N1)C1=NC(=CC=C1)C(F)(F)F)NC1=CC(=NC=C1)C(F)(F)F)C 4-(2-fluoro-5-methylpyridin-3-yl)-6-(6-(trifluoromethyl)pyridin-2-yl)-N-(2-(trifluoromethyl)pyridin-4-yl)-1,3,5-triazin-2-amine